FC(C=1C=C(C=CC1)NC1=NC=2C(N=C1NC1=CC(=CC=C1)C(F)(F)F)=NON2)(F)F N5,N6-bis(3-(trifluoromethyl)phenyl)-[1,2,5]oxadiazolo[3,4-b]pyrazine-5,6-diamine